COC1=C(C=C2C(=NC=NC2=C1)O)[N+](=O)[O-] 7-Methoxy-6-nitro-4-hydroxyquinazoline